ClC1=C(C=CC(=C1)F)C=1C(=NN(C1NC1=C(C=CC=C1)F)C)C 4-(2-Chloro-4-fluorophenyl)-N-(2-fluorophenyl)-1,3-dimethyl-1H-pyrazol-5-amin